C(C)N1[C@@H](CCC1)C(=O)N (S)-(1-ethylpyrrolidin-2-yl)carboxamide